O=C1NC(CCC1NC1=CC(=C(C=C1)N1CCC(CC1)(O)CC(=O)N1CCN(CC1)C1=NC=C(C=N1)C=1C=C2C(=NC1)NC=C2)F)=O 5-[2-[4-[2-[1-[4-[(2,6-dioxo-3-piperidyl)amino]-2-fluoro-phenyl]-4-hydroxy-4-piperidyl]acetyl]piperazin-1-yl]pyrimidin-5-yl]-1H-pyrrolo[2,3-b]pyridine